1-ethyl-4,6-difluoro-2-methyl-5-[2-(trimethylsilyl)ethynyl]-1,3-benzodiazole C(C)N1C(=NC2=C1C=C(C(=C2F)C#C[Si](C)(C)C)F)C